diisopropylammonium tetra(pentafluorophenyl)borate FC1=C(C(=C(C(=C1[B-](C1=C(C(=C(C(=C1F)F)F)F)F)(C1=C(C(=C(C(=C1F)F)F)F)F)C1=C(C(=C(C(=C1F)F)F)F)F)F)F)F)F.C(C)(C)[NH2+]C(C)C